methyl-methyl ketone CC(=O)C